7-fluoro-3,3-dimethyl-5-(4,4,5,5-tetramethyl-1,3,2-dioxaborolan-2-yl)indolin-2-one FC=1C=C(C=C2C(C(NC12)=O)(C)C)B1OC(C(O1)(C)C)(C)C